[Si](C1=CC=CC=C1)(C1=CC=CC=C1)(C(C)(C)C)O[C@@H]1C[C@@H](N(C1)C(=O)OC(C)(C)C)COC1=C(C(=C(C(=C1)C)Cl)O)C(=O)OC tert-Butyl (2R,4R)-4-((tert-butyldiphenylsilyl)oxy)-2-((4-chloro-3-hydroxy-2-(methoxycarbonyl)-5-methylphenoxy)methyl)pyrrolidin-1-carboxylate